2-[(6E)-2-methyl-6-(p-toluenesulfonylimino)-1-pyridinyl]acetamide tert-butyl-(6R)-6-((tert-butyldimethyl-silyl)oxy)-3,8-diazabicyclo[3.2.1]octane-8-carboxylate C(C)(C)(C)OC(=O)N1C2CNCC1[C@@H](C2)O[Si](C)(C)C(C)(C)C.CC=2N(/C(/C=CC2)=N/S(=O)(=O)C2=CC=C(C)C=C2)CC(=O)N